4-CHLORO-7-METHOXYINDOLE-3-CARBOXALDEHYDE ClC1=C2C(=CNC2=C(C=C1)OC)C=O